4,4'-(1-(4-hydroxy-3-iodophenyl)ethane-1,1-diyl)bis(2,6-diiodophenol) OC1=C(C=C(C=C1)C(C)(C1=CC(=C(C(=C1)I)O)I)C1=CC(=C(C(=C1)I)O)I)I